ONC(=O)CCCCOC1=C(C=C(C=C1)C1=CC=C(C=C1)C=CC(=O)O)C1N2CN3CN(CN1C3)C2 3-[4'-(4-Hydroxycarbamoyl-butoxy)-3'-(1,3,5,7-tetraaza-tricyclo[3.3.1.13,7]dec-2-yl)-biphenyl-4-yl]-acrylic acid